3-Methyl-1-propylpyridinium bis(trifluoromethylsulfonyl)imide [N-](S(=O)(=O)C(F)(F)F)S(=O)(=O)C(F)(F)F.CC=1C=[N+](C=CC1)CCC